2,3-dihydroxymethyl-4,5,6,7-tetrahydropyrazolo[1,5-a]pyridine OCC1=NN2C(CCCC2)=C1CO